ethan-1-one dihydrochloride Cl.Cl.C(C)=O